3-(4-(8-chloro-7-((2-methyl-1-((2-(trimethylsilyl)ethoxy)methyl)-1H-benzo[d]imidazol-6-yl)oxy)quinoxalin-2-yl)-1H-pyrazol-1-yl)-1-methylcyclobutanol ClC=1C(=CC=C2N=CC(=NC12)C=1C=NN(C1)C1CC(C1)(O)C)OC=1C=CC2=C(N(C(=N2)C)COCC[Si](C)(C)C)C1